ClCCN(C1=CC=CC=C1)CCCl N,N-di(2-chloroethyl)benzene-amine